6-bromo-3-((6-nitro-1H-indol-3-yl)methyl)-1H-indole-4-carboxylic acid methyl ester COC(=O)C=1C=2C(=CNC2C=C(C1)Br)CC1=CNC2=CC(=CC=C12)[N+](=O)[O-]